3-((S)-5-ethyl-2-oxothiazol-3-yl)-7-fluorobenzo[d]isoxazole C(C)C1=CN(C(S1)=O)C1=NOC2=C1C=CC=C2F